ClC1=CC=C(N=N1)NC[C@H]1N(C[C@H](C1)F)C(=O)OC(C)(C)C tert-Butyl (2S,4S)-2-(((6-chloropyridazin-3-yl)amino)methyl)-4-fluoropyrrolidine-1-carboxylate